ClC=1C(=C(C(=CC1N1C[C@](CC1)(CN(C)C)C(C)(F)F)F)S(=O)(=O)N(C1=NC(=CC=C1)F)CC1=C(C=C(C=C1)OC)OC)F 3-chloro-4-[(3S)-3-(1,1-difluoroethyl)-3-[(dimethylamino)methyl]pyrrolidin-1-yl]-N-[(2,4-dimethoxyphenyl)methyl]-2,6-difluoro-N-(6-fluoro-2-pyridyl)benzenesulfonamide